C12(CC(C1)C2)N2C[C@H](N(S(C1=C2C=C(C(=C1)O\C=C(\C(=O)O)/F)SC)(=O)=O)C)CCC#N (R,Z)-3-((5-(bicyclo[1.1.1]pentan-1-yl)-3-(2-cyanoethyl)-2-methyl-7-(methylthio)-1,1-dioxido-2,3,4,5-tetrahydrobenzo[f][1,2,5]thiadiazepin-8-yl)oxy)-2-fluoroacrylic acid